4-[5-(1-hydroxy-1-methyl-ethyl)-2-[3-[methyl(2-piperazin-1-ylethyl)amino]cyclobutoxy]phenyl]-6-methyl-1-(p-tolylsulfonyl)pyrrolo[2,3-c]pyridin-7-one OC(C)(C)C=1C=CC(=C(C1)C=1C2=C(C(N(C1)C)=O)N(C=C2)S(=O)(=O)C2=CC=C(C=C2)C)OC2CC(C2)N(CCN2CCNCC2)C